FC(C1=CC=C(C=C1)C1=NN=C(O1)[C@H]1CCCCN1)(F)F (3S,6R)-6-{5-[4-(trifluoromethyl)phenyl]-1,3,4-oxadiazol-2-yl}piperidin